O=C1N(CCCC1)C1=CC=C(C=C1)NC(C1=CC(=CC=C1)C#CC1=NC=CC=N1)=O N-[4-(2-OXO-1-PIPERIDYL)PHENYL]-3-(2-PYRIMIDIN-2-YLETHYNYL)BENZAMIDE